CC1=C(C(=O)C2=C(C=CC=C2)P(OCC)(OCC)=O)C(=CC(=C1)C)C 2,4,6-trimethylbenzoyldiethoxyphenylphosphin oxide